(2R,3R,4R,5R)-2-(acetoxymethyl)-5-(6-bromo-9H-purin-9-yl)tetrahydrofuran-3,4-diyl diacetate C(C)(=O)O[C@@H]1[C@H](O[C@H]([C@@H]1OC(C)=O)N1C2=NC=NC(=C2N=C1)Br)COC(C)=O